C(C1=CC=CC=C1)OC(=O)N[C@@H](CCC(=O)OC(C)(C)C)C(NCCC1=CC=CC=C1)=O tert-Butyl (S)-4-(((benzyloxy)carbonyl)amino)-5-oxo-5-(phenethylamino)pentanoate